FC1=C(C=C(C(=C1)C)S(=O)CC(F)(F)F)\N=C\1/SCC(N1CC(F)(F)F)=O (2Z)-2-[2-fluoro-4-methyl-5-(2,2,2-trifluoroethylsulfinyl)-phenyl]imino-3-(2,2,2-trifluoroethyl)thiazolidin-4-one